BrC1=C(C(=CC=C1)\C=C(\C(F)F)/Br)OC (Z)-1-bromo-3-(2-bromo-3,3-difluoroprop-1-en-1-yl)-2-methoxybenzene